C(C1=CC=CC=C1)(=O)N1C2(CC(C1)(C2)F)C(=O)OC Methyl 2-benzoyl-4-fluoro-2-azabicyclo[2.1.1]hexane-1-carboxylate